C12(CC3CC(CC(C1)C3)C2)COC2=C(C(=CC=C2)O)C(\C=C\C2=CC=C(C=C2)O)=O (E)-1-[2-(1-Adamantylmethoxy)-6-hydroxyphenyl]-3-(4-hydroxyphenyl)prop-2-en-1-one